FC1=NN(C2=CC(=CC=C12)C=C)CC(F)(F)F 3-fluoro-1-(2,2,2-trifluoroethyl)-6-vinyl-indazole